Allyl-tributyl-tin C(C=C)[Sn](CCCC)(CCCC)CCCC